ClC=1C=C2C(C(=CN(C2=CC1N1[C@H](CCC1)COC1=NC=CC=C1Cl)C=1C=NC(=CC1)O)C(=O)O)=O (R)-6-chloro-7-(2-(((3-chloropyridin-2-yl)oxy)methyl)pyrrolidin-1-yl)-1-(6-hydroxy-pyridin-3-yl)-4-oxo-1,4-dihydroquinoline-3-carboxylic acid